(S)-2-((7-((4-chloro-2-fluorophenyl)amino)-3,4-dihydroisoquinolin-2(1H)-yl)methyl)-1-((oxetan-2-yl)methyl)-1H-benzo[d]imidazole-6-carboxylic acid tert-butyl ester C(C)(C)(C)OC(=O)C=1C=CC2=C(N(C(=N2)CN2CC3=CC(=CC=C3CC2)NC2=C(C=C(C=C2)Cl)F)C[C@H]2OCC2)C1